4-((5-chloro-4-(1-isopropyl-1H-pyrazol-4-yl)pyrimidin-2-yl)amino)-N-(2,3-dihydro-1H-inden-1-yl)-3-methoxybenzamide ClC=1C(=NC(=NC1)NC1=C(C=C(C(=O)NC2CCC3=CC=CC=C23)C=C1)OC)C=1C=NN(C1)C(C)C